2-methyl-6-(9-methyl-6-morpholino-8-(pyridin-4-yl)-9H-purin-2-yl)isoindolin-1-one CN1C(C2=CC(=CC=C2C1)C1=NC(=C2N=C(N(C2=N1)C)C1=CC=NC=C1)N1CCOCC1)=O